NC([C@H](CO)NC(=O)C1=C(OC2=C1C=C(C=C2)OCC=2C(=NC=CC2)N)C)=O (S)-N-(1-amino-3-hydroxy-1-oxopropan-2-yl)-5-((2-aminopyridin-3-yl)methoxy)-2-methylbenzofuran-3-carboxamide